tert-butyl (S)-4-(((R)-tert-butylsulfinyl)amino)-4,6-dihydrospiro[cyclopenta[d]thiazole-5,4'-piperidine]-1'-carboxylate C(C)(C)(C)[S@@](=O)N[C@@H]1C=2N=CSC2CC12CCN(CC2)C(=O)OC(C)(C)C